COC=1C=C2C(=NC(=NC2=CC1C#CCN1CCCC1)N1CCCC1)NC1=CN=CS1 N-(6-methoxy-2-(pyrrolidin-1-yl)-7-(3-(pyrrolidin-1-yl)prop-1-yn-1-yl)quinazolin-4-yl)thiazol-5-amine